N1N=NN=C1C1CNC1 3-(1H-tetrazol-5-yl)azetidin